(6-{5-azaspiro[2.3]hex-5-yl}-2-formylpyridin-3-yl) 1H-1,2,3-triazole-4-carboxylate N1N=NC(=C1)C(=O)OC=1C(=NC(=CC1)N1CC2(CC2)C1)C=O